Cl.N[C@@H]1CN(CCC1)C1=CC(=NC=C1C=1C=NN(C1)[C@@H]1COCC1)NC1=NC(=NC=C1)C1=C(C=CC=C1OC)F N-(4-((S)-3-aminopiperidin-1-yl)-5-(1-((S)-tetrahydrofuran-3-yl)-1H-pyrazol-4-yl)pyridin-2-yl)-2-(2-fluoro-6-methoxyphenyl)pyrimidin-4-amine hydrochloride